2-[3-[3-(Difluoromethoxy)-4-(4-hydroxypiperidine-1-carbonyl)-5-methoxy-phenyl]imidazo[1,2-a]pyridin-7-yl]-2-methyl-propionitrile FC(OC=1C=C(C=C(C1C(=O)N1CCC(CC1)O)OC)C1=CN=C2N1C=CC(=C2)C(C#N)(C)C)F